5-(3-chloro-4-fluorophenyl)-2-(chloromethyl)-1,3-oxazole ClC=1C=C(C=CC1F)C1=CN=C(O1)CCl